FCCOCC=1C=CC(=NC1)C=1N=NC(=NN1)C1=NC=CC=C1 3-(5-((2-Fluoroethoxy)methyl)pyridin-2-yl)-6-(pyridin-2-yl)-1,2,4,5-tetrazine